C1(CC1)C=1C=C(C=2N(C1)C=C(N2)C(C)NC2=CC(=NC=N2)NC(=O)[C@@H]2[C@H](C2)C2=NC=CC(=N2)C)N2C(N(C(C2)=O)C)=O |r| rac-(1S*,2S*)-N-(6-((1-(6-cyclopropyl-8-(3-methyl-2,4-dioxoimidazolidin-1-yl)imidazo[1,2-a]pyridin-2-yl)ethyl)amino)pyrimidin-4-yl)-2-(4-methylpyrimidin-2-yl)cyclopropane-1-carboxamide